(R)-7-(2-((4-cyclopropyl-6-(3-methylpiperazin-1-yl)pyridin-3-yl)amino)-5-(trifluoromethyl)pyrimidin-4-yl)-4-(oxetan-3-yl)-3,4-dihydrothieno[2,3-f][1,4]thiazepin-5(2H)-one 1,1-dioxide C1(CC1)C1=C(C=NC(=C1)N1C[C@H](NCC1)C)NC1=NC=C(C(=N1)C1=CC2=C(C(N(CCS2(=O)=O)C2COC2)=O)S1)C(F)(F)F